ethyl (1S,2R,5R)-2-(hydroxy-carbamoyl)-3-((4-((2-(trifluoro-methyl)pyridin-4-yl)oxy)-piperidin-1-yl)-sulfonyl)-3,8-diazabicyclo-[3.2.1]octane-8-carboxylate ONC(=O)[C@H]1[C@@H]2CC[C@H](CN1S(=O)(=O)N1CCC(CC1)OC1=CC(=NC=C1)C(F)(F)F)N2C(=O)OCC